3-chloropropylamine ClCCCN